6,8-dibromo-3-iodo-imidazo[1,2-a]pyrazine BrC=1N=C(C=2N(C1)C(=CN2)I)Br